BrCCCO[C@@H]1CC[C@H](CC1)N1C(N(C(C1(C)C)=O)C=1C=C(C(=NC1)C#N)C(F)(F)F)=S 5-(3-(trans-4-(3-bromopropoxy)cyclohexyl)-4,4-dimethyl-5-oxo-2-thioxoimidazolidin-1-yl)-3-(trifluoromethyl)pyridinecarbonitrile